5-chloro-N-(2,4-difluoro-3-(1-(4,5,6,7-tetrahydro-1H-benzo[d]imidazol-2-yl)imidazo[1,5-a]pyridin-6-yl)phenyl)-2-methoxypyridine-3-sulfonamide ClC=1C=C(C(=NC1)OC)S(=O)(=O)NC1=C(C(=C(C=C1)F)C=1C=CC=2N(C1)C=NC2C2=NC1=C(N2)CCCC1)F